3-[(5-fluoro-3-oxo-isoindolin-4-yl)amino]-4-[[(1R)-2-methyl-1-(5-methyl-2-furanyl)propyl]amino]cyclobut-3-ene-1,2-dione FC=1C(=C2C(NCC2=CC1)=O)NC=1C(C(C1N[C@H](C(C)C)C=1OC(=CC1)C)=O)=O